CC(=O)C1=C(C(=C(C=C1O)O)O)O 2,3,4,6-tetrahydroxyacetophenone